ClC1=CC=C(C=C1)[C@@]1(N(C(C2=CC(=CC(=C12)F)C(CC)(O)C1(CCNCC1)F)=O)CC1=CC=C(C=N1)C#N)O[C@@H]1COCC1 6-{[(1R)-1-(4-chlorophenyl)-7-fluoro-5-[1-(4-fluoropiperidin-4-yl)-1-hydroxypropyl]-3-oxo-1-[(3S)-oxolan-3-yloxy]-2,3-dihydro-1H-isoindol-2-yl]methyl}pyridine-3-carbonitrile